CC([C@@H](C(=O)N1[C@@H](C[C@H](C1)O)C(=O)NC)N1N=NC(=C1)C1(CCC1)S(N)(=O)=O)(C)C (2S,4r)-1-[(2S)-3,3-dimethyl-2-[4-(1-sulfamoyl-cyclobutyl)triazol-1-yl]butyryl]-4-hydroxy-N-methyl-pyrrolidine-2-carboxamide